[C@]12(COC[C@H]2C1)C1=NC(=CC(=C1)C=1C=C(C=CC1C)C1=C(C(=O)N)C=CN=C1C(F)(F)F)OCCO (3-(2-((1R,5S)-3-oxabicyclo[3.1.0]hex-1-yl)-6-(2-hydroxyethoxy)pyridin-4-yl)-4-methylphenyl)-2-(trifluoromethyl)isonicotinamide